chromium-nickel-molybdenum [Mo].[Ni].[Cr]